6-(5-(1-Hydroxypropan-2-yl)-1H-Pyrazole-3-carbonyl)-N-isopropyl-2,6-diazaspiro[3.3]heptane-2-carboxamide OCC(C)C1=CC(=NN1)C(=O)N1CC2(CN(C2)C(=O)NC(C)C)C1